Tantalum penta-n-Butoxide [O-]CCCC.[O-]CCCC.[O-]CCCC.[O-]CCCC.[O-]CCCC.[Ta+5]